ClC1=NC=CC(=C1C1=NC2=C(N1)COC1(C2)CCC1)C1=CC=CC=C1 2'-(2-chloro-4-phenylpyridin-3-yl)-4',7'-dihydro-3'H-spiro[cyclobutane-1,6'-pyrano[3,4-d]imidazole]